(S)-6-((4-(3-Aminopiperidin-1-yl)-5-(1-(2,2,2-trifluoroethyl)-1H-pyrazol-4-yl)pyridin-2-yl)amino)-1-(2-fluoroethyl)-1H-pyrazolo[3,4-b]pyridine-3-carbonitrile N[C@@H]1CN(CCC1)C1=CC(=NC=C1C=1C=NN(C1)CC(F)(F)F)NC1=CC=C2C(=N1)N(N=C2C#N)CCF